OC(CC(C(CCCC)CC)OC(C(CCCC)CC)CC(C)O)C 2-hydroxypropyl-2-ethylhexyl ether